(S)-2-(3-((6-(((S)-1-(4-(tert-butyl)phenyl)ethyl)carbamoyl)-1,2-dimethyl-1H-indol-3-yl)methyl)-2-chlorophenoxy)propanoic acid C(C)(C)(C)C1=CC=C(C=C1)[C@H](C)NC(=O)C1=CC=C2C(=C(N(C2=C1)C)C)CC=1C(=C(O[C@H](C(=O)O)C)C=CC1)Cl